4-(4-bromo-3,5-dimethylphenyl)pyridine BrC1=C(C=C(C=C1C)C1=CC=NC=C1)C